C1(CCCCC1)C1=NN2C(N(C(=CC2=O)C(=O)N2CC3(COC3)C2)CC(=O)NC2=NC=C(C=C2)F)=C1 2-(2-cyclohexyl-7-oxo-5-(2-oxa-6-azaspiro[3.3]heptane-6-carbonyl)pyrazolo[1,5-a]pyrimidin-4(7H)-yl)-N-(5-fluoropyridin-2-yl)acetamide